FC(C=1C=C2C=CC(NC2=CC1)=O)(F)F 6-(trifluoromethyl)-1H-quinolin-2-one